4-(3-methoxy-4-nitro-phenoxy)-1-methyl-piperidine COC=1C=C(OC2CCN(CC2)C)C=CC1[N+](=O)[O-]